1-(1,4-dioxaspiro[4.5]decan-8-yl)-1H-pyrazole-3-carbaldehyde O1CCOC12CCC(CC2)N2N=C(C=C2)C=O